1,1-bis-ethoxymethylurea C(C)OCN(C(=O)N)COCC